3-Bromo-5-((tri-phenylphosphino)methyl)pyridine bromide salt [Br-].BrC=1C=NC=C(C1)CP(C1=CC=CC=C1)(C1=CC=CC=C1)C1=CC=CC=C1